2-(azetidin-3-yl)ethanesulfonamide trifluoroacetate FC(C(=O)O)(F)F.N1CC(C1)CCS(=O)(=O)N